azobis{2-methyl-N-[1,1-bis(hydroxymethyl)-2-hydroxyethyl]propanamide} N(=NC(C(=O)NC(CO)(CO)CO)(C)C)C(C(=O)NC(CO)(CO)CO)(C)C